tert-butyl (3-(methoxymethyl)pyrrolidin-3-yl)carbamate COCC1(CNCC1)NC(OC(C)(C)C)=O